NC=1C(=NC=CC1)NC1=C(C#N)C=CC(=C1)OC 2-((3-aminopyridin-2-yl)amino)-4-methoxybenzonitrile